N-(m-tolyl)quinolin-4-amine C1(=CC(=CC=C1)NC1=CC=NC2=CC=CC=C12)C